OC1C(COC1)C1=CC=C(CC=2C(NC3=CC=CC=C3C2)=O)C=C1 3-(4-(4-hydroxytetrahydrofuran-3-yl)benzyl)quinolin-2(1H)-one